C(C)(C)O[V](=O)(OC(C)C)OC(C)C tris(isopropoxy)oxovanadium